5-Fluoro-3-(((((R)-1-phenylethoxy)carbonyl)amino)methyl)thiophene FC1=CC(=CS1)CNC(=O)O[C@H](C)C1=CC=CC=C1